2-(4-((3-methylphenoxy)methyl)phenyl)-1H-benzimidazole-4-carboxamide CC=1C=C(OCC2=CC=C(C=C2)C2=NC3=C(N2)C=CC=C3C(=O)N)C=CC1